((4-methoxy-3,5-dimethylpyridin-2-yl)methyl)-(o-tolyl)carbamic acid tert-butyl ester C(C)(C)(C)OC(N(C1=C(C=CC=C1)C)CC1=NC=C(C(=C1C)OC)C)=O